C(C)(C)(C)OC(NCC#CC1=NN2C(C=CC=C2NC2CCOCC2)=C1CC(F)(F)F)=O N-(3-(7-[(tetrahydro-2H-pyran-4-yl)amino]-3-(2,2,2-trifluoroethyl)pyrazolo[1,5-a]pyridin-2-yl)prop-2-yn-1-yl)carbamic acid tert-butyl ester